BrC=1C=C(C=C(C1)C1=C(C=CC(=C1)Cl)NS(=O)(=O)C1=CC=C(C=C1)C)CC(=O)N 2-(5-bromo-5'-chloro-2'-(4-methylphenylsulfonamido)-[1,1'-biphenyl]-3-yl)acetamide